NCC1(CN(C1)C1=NC(=NC2=CC=C(C=C12)C)N1CCS(C2=C(C1)C=CC=C2)(=NC2CC2)=O)O 4-(4-(3-(Aminomethyl)-3-hydroxyazetidin-1-yl)-6-methylquinazolin-2-yl)-1-(cyclopropylimino)-2,3,4,5-tetrahydro-benzo[f][1,4]thiazepine 1-Oxide